NC1=CC(N(C=C1)OCC1=CC=CC=C1)=O 4-Amino-1-(benzyloxy)pyridin-2(1H)-one